(2S)-2-[4-chloro-2-(4-methyl-1,2-oxazol-3-yl)phenoxy]propionic acid ClC1=CC(=C(O[C@H](C(=O)O)C)C=C1)C1=NOC=C1C